(S)-1-benzyl-N-(5-methyl-4-oxo-7-(4-(quinolin-6-yloxy)but-1-yn-1-yl)-2,3,4,5-tetrahydrobenzo[b][1,4]oxazepin-3-yl)-1H-1,2,4-triazole-3-carboxamide C(C1=CC=CC=C1)N1N=C(N=C1)C(=O)N[C@@H]1C(N(C2=C(OC1)C=CC(=C2)C#CCCOC=2C=C1C=CC=NC1=CC2)C)=O